FC(N1N=CC=C1C(=O)OC)(F)F methyl 1-(trifluoromethyl)-1H-pyrazole-5-carboxylate